6-chloro-1-(2,6-difluorophenyl)-1H-pyrazolo[3,4-d]pyrimidine ClC1=NC=C2C(=N1)N(N=C2)C2=C(C=CC=C2F)F